COC1=C(C=CC=C1)OC(CC)=O 2-methoxyphenylpropanoate